FC=1C=C(C=CC1OC1=NC=CC=C1)C1=NOC(=N1)C=C(C(=O)O)C (3-(3-fluoro-4-(pyridin-2-yloxy)phenyl)-1,2,4-oxadiazol-5-yl)methacrylic acid